7-[1-methyl-2-oxo-2-(1-piperidinyl)ethoxy]-4-(2-methyl-3-thienyl)chromen-2-one CC(C(N1CCCCC1)=O)OC1=CC=C2C(=CC(OC2=C1)=O)C1=C(SC=C1)C